FC(CO)(CN1[C@@H](C=2NC3=CC=CC=C3C2C[C@H]1C)C1=CN=C(S1)N[C@H]1CN(C[C@@H]1F)CCCF)F 2,2-Difluoro-3-((1S,3R)-1-(2-(((3S,4S)-4-fluoro-1-(3-fluoropropyl)pyrrolidin-3-yl)amino)thiazol-5-yl)-3-methyl-1,3,4,9-tetrahydro-2H-pyrido[3,4-b]indol-2-yl)propan-1-ol